C(C1=CC=CC=C1)OCCCCOC1=NC=C(C=C1)B1OC(C(O1)(C)C)(C)C 2-(4-(benzyloxy)butoxy)-5-(4,4,5,5-tetramethyl-1,3,2-dioxaborolan-2-yl)pyridine